(R)-1-(6,9-dihydro-7H-[1,3]dioxolo[4,5-H]isochromen-9-yl)-N-methylmethanamine O1COC=2C=CC=3CCO[C@H](C3C21)CNC